CC1(C2=CC=CC=C2C=2C=CC(=CC12)C1=CC=CC=2NC3=CC=CC=C3C12)C 4-(9,9-dimethyl-9H-fluoren-2-yl)-9H-carbazole